CN1CC2(C1)CCN(CC2)CC=2C=CC=NC2 5-((2-methyl-2,7-diazaspiro[3.5]nonan-7-yl)methyl)pyridin